Cl/C=C/Cl trans-di-chloroethylene